6-tetrahydropyran-4-yl-1-[1-[4-(trifluoromethoxy)benzoyl]-4-piperidyl]-3H-imidazo[4,5-b]pyridin-2-one O1CCC(CC1)C=1C=C2C(=NC1)NC(N2C2CCN(CC2)C(C2=CC=C(C=C2)OC(F)(F)F)=O)=O